N-Boc-α-aminoacetic acid C(=O)(OC(C)(C)C)NCC(=O)O